BrC=1C=C(C(=NC1)C)NC(OC(C)C)=O isopropyl (5-bromo-2-methylpyridin-3-yl)carbamate